1-methyl-6-(4,4,5,5-tetramethyl-1,3,2-dioxaborolan-2-yl)-1H-1,3-benzodiazole CN1C=NC2=C1C=C(C=C2)B2OC(C(O2)(C)C)(C)C